C(C)(C)(C)OC(NC(COC)C1=NC2=C(N1)C=CC(=C2)NC(CC2C1CC3CC(CC2C3)C1)=O)=O N-[1-[5-[[2-(2-adamantyl)acetyl]amino]-1H-benzimidazol-2-yl]-2-methoxy-ethyl]carbamic acid tert-butyl ester